9-(tert-butyl) 3-ethyl 6-ethyl-4-(methoxymethyl)-9H-pyrido[3,4-b]indole-3,9-dicarboxylate C(C)C=1C=C2C3=C(N(C2=CC1)C(=O)OC(C)(C)C)C=NC(=C3COC)C(=O)OCC